4-chloro-5-(2-chloro-5-fluorophenyl)-6-(4-methoxybenzyl)-4a,5,6,7a-tetrahydro-1H-pyrrolo[3,4-b]pyridine-2,7-dione ClC=1C2C(NC(C1)=O)C(N(C2C2=C(C=CC(=C2)F)Cl)CC2=CC=C(C=C2)OC)=O